N-(1-(4-fluorophenyl)-6-(4-methylcyclohexyl)-1H-pyrazolo[3,4-d]pyrimidin-4-yl)-5-nitrothiophene-2-carboxamide FC1=CC=C(C=C1)N1N=CC=2C1=NC(=NC2NC(=O)C=2SC(=CC2)[N+](=O)[O-])C2CCC(CC2)C